(tert-butyloxycarbonyl)-S-trityl-L-cysteine C(C)(C)(C)OC(=O)N[C@@H](CSC(C1=CC=CC=C1)(C1=CC=CC=C1)C1=CC=CC=C1)C(=O)O